trans-3-((8-fluoro-7-(8-fluoronaphthalen-1-yl)-2-((tetrahydro-1H-pyrrolizin-7a(5H)-yl)methoxy)pyrido[4,3-d]pyrimidin-4-yl)amino)cyclobutane-1-carboxylic acid FC1=C(N=CC2=C1N=C(N=C2N[C@@H]2C[C@H](C2)C(=O)O)OCC21CCCN1CCC2)C2=CC=CC1=CC=CC(=C21)F